3-((13S,15R,E)-17-(hydroxyimino)-13-methyl-7,8,9,11,12,13,14,15,16,17-decahydro-6H-cyclopenta[a]phenanthren-15-yl)-N-(5-morpholinopyridin-2-yl)propanamide O\N=C\1/C[C@H](C2C3CCC=4C=CC=CC4C3CC[C@]12C)CCC(=O)NC1=NC=C(C=C1)N1CCOCC1